CC=1SC2=C(N1)C=C(C=C2)OCCO 2-[(2-methyl-1,3-benzothiazol-5-yl)oxy]ethanol